C1(C=CC2=CC=CC=C12)=O (S)-1H-inden-1-one